ClC1=CC=C2C(=CNC2=C1)S(=O)(=O)NC1=C(C=CC(=C1)Cl)F 6-chloro-N-(5-chloro-2-fluorophenyl)-1H-indole-3-sulfonamide